2-(4-methoxyphenyl)-2-((tetrahydro-2H-pyran-4-ylacetyl)amino)-N-(4-(trimethylsilyl)phenyl)acetamide nitrogen [N].COC1=CC=C(C=C1)C(C(=O)NC1=CC=C(C=C1)[Si](C)(C)C)NC(CC1CCOCC1)=O